ONC(CCCCOC=1C2=C(C=3N=C(C(NC3C1)=O)C(C)C)C=CC=C2)=O N-hydroxy-5-((2-isopropyl-3-oxo-3,4-dihydrobenzo[f]quinoxalin-6-yl)oxy)pentanamide